3-chloro-2-hydroxypropyl methacrylate C(C(=C)C)(=O)OCC(CCl)O